FC(OC1=CC=C(C=C1)C(\C=C\C1=CC(=C(C=C1)O)[N+](=O)[O-])=O)F (E)-1-[4-(Difluoromethoxy)phenyl]-3-(4-hydroxy-3-nitrophenyl)prop-2-en-1-one